S(=O)(=O)(O)O.NN.NN hydrazine hemisulfate